OCCOCCCCCCNC(OC(C)(C)C)=O tert-butyl N-[6-(2-hydroxyethoxy)hexyl]carbamate